ClC1=C(C(=CC(=C1)OC)Cl)C1=CC(=NC(=N1)C1=NC=CN=C1)C1=CN=C(S1)NC(C)=O N-[5-[6-(2,6-dichloro-4-methoxyphenyl)-2-pyrazin-2-ylpyrimidin-4-yl]-1,3-thiazol-2-yl]acetamide